1-(2,3-dichlorophenyl)ethan-1-ol ClC1=C(C=CC=C1Cl)C(C)O